6-fluoro-5-((triisopropylmethyl-Silyl)ethynyl)naphthalene FC=1C(=C2C=CC=CC2=CC1)C#C[SiH2]C(C(C)C)(C(C)C)C(C)C